manganese-nickel-cobalt [Co].[Ni].[Mn]